2-amino-2-(3-chlorophenyl)cyclohexanone NC1(C(CCCC1)=O)C1=CC(=CC=C1)Cl